tert-butyl (2R,4S)-2-(((S)-5-amino-1-(((6-amino-2-methylpyridin-3-yl) methyl) amino)-1,5-dioxopentan-2-yl) carbamoyl)-4-benzylpyrrolidine-1-carboxylate NC(CC[C@@H](C(=O)NCC=1C(=NC(=CC1)N)C)NC(=O)[C@@H]1N(C[C@H](C1)CC1=CC=CC=C1)C(=O)OC(C)(C)C)=O